FC1=C(CC=2C=C3C(=NC2)C(CN3)(C)C)C=CC=C1 6-(2-fluorobenzyl)-3,3-dimethyl-2,3-dihydro-1H-pyrrolo[3,2-b]pyridine